N-((2R,3S)-3-hydroxyl-4-oxo-1-phenyl-4-((thiazole-2-ylmethyl)amino)butan-2-yl)-1-(2,4,5-trifluorobenzyl)-1H-pyrazole-4-formamide O[C@@H]([C@@H](CC1=CC=CC=C1)NC(=O)C=1C=NN(C1)CC1=C(C=C(C(=C1)F)F)F)C(NCC=1SC=CN1)=O